FC=1C(=C(C(=C(C1)N=[N+]=[N-])F)F)F tetrafluoroazidobenzene